C[C@@H]1O[C@@H](CN(C1)C1=NC(=C2N1C1=CC(=CC=C1N=C2)C=2C=CC(=NC2)N2CCC(CC2)N)C)C (5-(1-((2S,6R)-2,6-dimethylmorpholino)-3-methylimidazo[1,5-a]quinoxalin-8-yl)pyridin-2-yl)piperidin-4-amine